CN(C(C(=C(C)C)C)=O)CC N-methyl-N-ethyl-2,3-dimethylbuteneamide